(3R)-2'-(6-amino-5-{[1-(4,5-dimethyl-1,3-thiazol-2-yl)ethyl]oxy}pyridin-3-yl)-N-ethyl-5',6'-dihydrospiro[pyrrolidine-3,4'-pyrrolo[1,2-b]pyrazole]-1-carboxamide NC1=C(C=C(C=N1)C=1C=C2N(N1)CC[C@]21CN(CC1)C(=O)NCC)OC(C)C=1SC(=C(N1)C)C